α-L-xylulofuranose OC[C@]1(O)[C@H](O)[C@@H](O)CO1